C(C1=CC=CC=C1)N1C(SC[C@H]1C(F)F)=O (R)-3-benzyl-4-(difluoromethyl)thiazolidin-2-one